4-(4-(3-(4-chloro-3-(trifluoromethyl)phenyl)ureido)-3-fluorophenoxy)-N-methylpyridinamide ClC1=C(C=C(C=C1)NC(NC1=C(C=C(OC2=CC(=NC=C2)C(=O)NC)C=C1)F)=O)C(F)(F)F